5-Methyl-3-azabicyclo[3.1.0]hexane-1-carboxylate CC12CNCC2(C1)C(=O)[O-]